6-amino-2-chloro-3-(1-methyl-1H-indazol-5-yl)isonicotinic acid NC=1N=C(C(=C(C(=O)O)C1)C=1C=C2C=NN(C2=CC1)C)Cl